ClC=1C=CC(=C(C1)C1=C2C(=NC(=C1)C)C(=CS2)C(=O)OC)OCCN2C(=NC=1CCC3(CC1C2=O)CCN(CC3)C3CC3)C methyl 7-(5-chloro-2-(2-(1-cyclopropyl-2'-methyl-4'-oxo-7',8'-dihydro-4'H-spiro[piperidine-4,6'-quinazolin]-3'(5'H)-yl)ethoxy)phenyl)-5-methylthieno[3,2-b]pyridine-3-carboxylate